CC1N(CCOC1)C=1C=C(C=2N(N1)C(=NC2)C2=CNC=C2)C2=CC=NN2C 3-methyl-4-(4-(1-methyl-1H-pyrazol-5-yl)-7-(1H-pyrrol-3-yl)imidazo[1,5-b]pyridazin-2-yl)morpholine